C1(CC1)CC1=C(C(=O)N)C=CC(=N1)CC=1C(C2=CC=CC=C2C(C1C)=O)=O (cyclopropylmethyl)-6-((3-methyl-1,4-dioxo-1,4-dihydronaphthalen-2-yl)methyl)nicotinamide